C1N(CCC12NCCCC2)C2=C1C(=NC=C2)NC=C1 4-(2,6-diazaspiro[4.5]decan-2-yl)-1H-pyrrolo[2,3-b]pyridin